CSC1=C(SC=C1)CC(CC1(CCOC2(CCCC2)C1)C1=NC=CC=C1)N ((3-(methylthio)thiophen-2-yl)methyl)-2-(9-(pyridin-2-yl)-6-oxaspiro[4.5]decan-9-yl)ethanamine